ClC1=NC2=C(N1CC1=CC=C(C(=O)OC)C=C1)C=CC=C2 methyl 4-((2-chloro-1H-benzo[d]imidazol-1-yl)methyl)benzoate